thiazolenicotinic acid S1C(=NC=C1)C1=CC=NC=C1C(=O)O